C(C1=CC=CC=C1)OC(=O)N[C@H](CC(=O)OC(C)(C)C)C(=O)NCCC1=CC(=C(C=C1)O)O tert-butyl (3R)-3-(benzyloxycarbonylamino)-4-[2-(3,4-dihydroxyphenyl) ethylamino]-4-oxo-butanoate